Fmoc-(4-Fluoro-benzylamino)-acetic acid C(=O)(OCC1C2=CC=CC=C2C2=CC=CC=C12)C(C(=O)O)NCC1=CC=C(C=C1)F